ClC1=C(C2=C(NC(O[C@]23CN(CC3)C=3C=NC=C(C(=O)O)C3)=O)C=C1)F (S)-5-(6-Chloro-5-fluoro-2-oxo-1,2-dihydrospiro[benzo[d][1,3]oxazine-4,3'-pyrrolidin]-1'-yl)nicotinic acid